OC(CC(CCOCCC(CC(CC)O)O)O)CC (2-hydroxybutyl-3-hydroxypropyl) ether